ClC=1C=2N(C3=C(C=C(C=C3N1)C(=O)OC)C)C=CC2 methyl 4-chloro-9-methylpyrrolo[1,2-a]quinoxaline-7-carboxylate